2'-fluoro-uridine F[C@@]1([C@@H](O[C@@H]([C@H]1O)CO)N1C(=O)NC(=O)C=C1)O